C1CCC2=C(C=3CCCC3C=C12)NC(=O)N=[S@](=O)(N)C1=C(N=C(S1)C(C)(C)O)C (R)-N'-((1,2,3,5,6,7-hexahydro-s-indacen-4-yl)carbamoyl)-2-(2-hydroxypropan-2-yl)-4-methylthiazole-5-sulfonimidamide